ClC1=C(C=CC=C1)[C@@H]([C@H](C)C=1N(C(C(=C(N1)C(=O)NC=1C=NOC1)O)=O)C)N1N=C(C=C1C)C 2-((1r,2s)-1-(2-chlorophenyl)-1-(3,5-dimethyl-1H-pyrazol-1-yl)propan-2-yl)-5-hydroxy-N-(isoxazol-4-yl)-1-methyl-6-oxo-1,6-dihydropyrimidine-4-carboxamide